heptafluorobutyl-sulfonyl fluoride FC(C(S(=O)(=O)F)(F)F)(CC(F)(F)F)F